C(N)(=N)N1CCC(=CC1)C1=CC(=C(C(=O)NC2=CC(=C(C=C2)C=2CCN(CC2)C(N)=N)C)C=C1)C 4-(1-carbamimidoyl-1,2,3,6-tetrahydropyridin-4-yl)-N-(4-(1-carbamimidoyl-1,2,3,6-tetrahydropyridin-4-yl)-3-methylphenyl)-2-methylbenzamide